FC1=CC(=C(C=C1)B(O)O)O 4-fluoro-2-hydroxyphenylboronic acid